13-(4-chlorobenzyl)-10-(hydroxymethyl)-7-methyl-1,4,6,9,12-pentazabicyclo[11.3.1]heptadecane-2,5,8,11-tetraone ClC1=CC=C(CC23NC(C(NC(C(NC(NCC(N(CCC2)C3)=O)=O)C)=O)CO)=O)C=C1